2,2-dimethylpropane-1-ol CC(CO)(C)C